N1(CCNCC1)NC(=O)N piperazinylurea